CN1C(N(CC=2C1=NC(=NC2)NC2=CC(=C(C=C2)N2CCN(CC2)C)C=2C=NN(C2)C)C2CCN(C1=CC=CC=C21)C(=O)OC(C)(C)C)=O tert-butyl 4-[1-methyl-7-[4-(4-methylpiperazin-1-yl)-3-(1-methylpyrazol-4-yl)anilino]-2-oxo-4H-pyrimido[4,5-d]pyrimidin-3-yl]-3,4-dihydro-2H-quinoline-1-carboxylate